di(6-heptenyl) ether C(CCCCC=C)OCCCCCC=C